BrC=1C(=NC(=NC1)NC1=CC(=C(C=C1OC)N1CCN(CC1)C1CCN(CC1)C1CNC1)C=1C=NN(C1)C)NC=1C(=C2N=CC=NC2=CC1)P(=O)(C)C 3-(4-(4-(4-((5-bromo-4-((5-(dimethylphosphoryl)quinoxalin-6-yl)amino)pyrimidin-2-yl)amino)-5-methoxy-2-(1-methyl-1H-pyrazol-4-yl)phenyl)piperazin-1-yl)piperidin-1-yl)azetidine